FC(C(=O)O)(F)F.C1(=CC=CC=C1)C1CC(NC1)=O 4-phenylpyrrolidin-2-one trifluoroacetate